Cl[Si](C(C)(C)C)(C)C chlorodimethyl(2-methylprop-2-yl)silane